FC1(OC2=C(O1)C=CC(=C2)N2N=CC(=C2)C=2OC1=C(C=C(C=C1C(C2)=O)C)C(C)NC2=C(C(=O)O)C=CC=C2)F 2-[1-[2-[1-(2,2-Difluoro-1,3-benzodioxol-5-yl)pyrazol-4-yl]-6-methyl-4-oxo-chromen-8-yl]ethylamino]benzoic acid